3-(5-(bis(4-methoxybenzyl)amino)-8-bromo-2-(((3-methylpyridin-2-yl)methyl)amino)-[1,2,4]triazolo[1,5-c]pyrimidin-7-yl)-2-fluorobenzonitrile COC1=CC=C(CN(C2=NC(=C(C=3N2N=C(N3)NCC3=NC=CC=C3C)Br)C=3C(=C(C#N)C=CC3)F)CC3=CC=C(C=C3)OC)C=C1